ClC1=CC=C(C=C1)S(=O)(=O)NCCN1CCC(CC1)CN1N=NC(=C1)C1=C(NC2=CC=C(C=C12)F)C(=O)OCC ethyl 3-(1-((1-(2-((4-chlorophenyl)sulfonamido)ethyl)piperidin-4-yl)methyl)-1H-1,2,3-triazol-4-yl)-5-fluoro-1H-indole-2-carboxylate